1-{[1-(4-chloro-3-fluorophenyl)-3-methyl-1H-1,2,4-triazol-5-yl]methyl}-3-{[1-(6-cyclopropylpyridin-3-yl)-1H-1,2,4-triazol-5-yl]methyl}urea ClC1=C(C=C(C=C1)N1N=C(N=C1CNC(=O)NCC1=NC=NN1C=1C=NC(=CC1)C1CC1)C)F